(S)-cyclopropyl(4-(3-hydroxypiperidin-1-yl)-6-((2-(5-methylpyridin-3-yl)pyrimidin-4-yl)amino)pyridin-3-yl)methanone C1(CC1)C(=O)C=1C=NC(=CC1N1C[C@H](CCC1)O)NC1=NC(=NC=C1)C=1C=NC=C(C1)C